FC(C1=NC=CC=C1SC=1N=C2C(=NC1)NC(=N2)N2CC(CCC2)N)(F)F 1-(5-((2-(trifluoromethyl)pyridin-3-yl)thio)-1H-imidazo[4,5-b]pyrazin-2-yl)piperidin-3-amine